FC1=C(C=C(C=C1)C(O)C=1S(C(=C(N1)C)O)C)C1=NC=NC2=CC(=CC=C12)N1CCOCC1 [4-Fluoro-3-(7-morpholin-4-yl-quinazolin-4-yl)-phenyl]-(5-hydroxy-methyl-4-methyl-thiazol-2-yl)-methanol